O[C@H]1[C@@H](CNC1)NC(=O)N1CCN(CC1)C(C1=C(C=C(C=C1)NC=1C=2N(C=CN1)C(=CN2)C=2C(=NN(C2)C)C(F)(F)F)C)=O N-[(3R,4R)-4-hydroxypyrrolidin-3-yl]-4-[2-methyl-4-[[3-[1-methyl-3-(trifluoromethyl)pyrazol-4-yl]imidazo[1,2-a]pyrazin-8-yl]amino]benzoyl]piperazine-1-carboxamide